oxygen copper cobalt [Co].[Cu].[O]